(((benzyloxy) carbonyl) amino) butanoate C(CCC)(=O)ONC(=O)OCC1=CC=CC=C1